CC=1C=C(C=CC1)C=1OC=2N=C3N(C(C2N1)=O)CCCC3 2-(3-methylphenyl)-5,6,7,8-tetrahydro-10H-oxazolo[5,4-d]pyrido[1,2-a]pyrimidin-10-one